1-(3-phenylimidazolidin-1-yl)cholanone C1(=CC=CC=C1)N1CN(CC1)C1CCCC2CC[C@H]3[C@@H]4CC[C@H]([C@@H](CCC=O)C)[C@]4(CC[C@@H]3[C@@]12C)C